CC(=C[C@@H]1[C@H](C1(C)C)C(=O)O)C (1R,3R)-chrysanthemic acid